2-(2,4-dioxo-1,3-diazinan-1-yl)-1,3-benzoxazole-6-carboxylic acid O=C1N(CCC(N1)=O)C=1OC2=C(N1)C=CC(=C2)C(=O)O